N-[3-chloro-1-(3-pyridinyl)-1H-pyrazol-4-yl]-N-ethyl-3-[(3,3,3-trifluoropropyl)sulphinyl]-propanamide ClC1=NN(C=C1N(C(CCS(=O)CCC(F)(F)F)=O)CC)C=1C=NC=CC1